C1(CC1)C=1NC(=NN1)C1CC2(CN(C2)C(=O)N2CC3(C2)CC(C3)CC3=C(C=C(C=C3)F)S(=O)(=O)C)C1 [6-(5-cyclopropyl-4H-1,2,4-triazol-3-yl)-2-azaspiro[3.3]heptan-2-yl]-[6-[(4-fluoro-2-methylsulfonyl-phenyl)methyl]-2-azaspiro[3.3]heptan-2-yl]methanone